C1(=CC=CC=C1)[C@H](C)OC(=O)C1CC2(CC(C2)NC(=O)C=2C=NN3C2C(=CC=C3)CC=3N=CC2=CC=CC=C2C3)C1 (S)-2-[[4-(3-isoquinolinylmethyl)pyrazolo[1,5-a]pyridine-3-carbonyl]amino]spiro[3.3]heptane-6-carboxylic acid 1-phenylethyl ester